C1(=CCCCC1)C=1C(=NN2C1NC(=C(C2=O)C2=CC=C(C=C2)OC)NC2=NOC=C2)C2=CC=CC=C2 3-(cyclohex-1-en-1-yl)-5-(isoxazol-3-ylamino)-6-(4-methoxyphenyl)-2-phenylpyrazolo[1,5-a]pyrimidin-7(4H)-one